O1C=NC2=C1C=CC(=C2)C(=O)N 1,3-benzoxazole-5-carboxamide